3-(5-fluoro-2-methoxypyridin-4-yl)-1H-pyrazole-5-carbonyl-N-((3-(trifluoromethyl)pyridin-2-yl)methyl)-4-azaspiro[2.5]octane-7-carboxamide FC=1C(=CC(=NC1)OC)C1=NNC(=C1)C(=O)C1CC12NCCC(C2)C(=O)NCC2=NC=CC=C2C(F)(F)F